NC1=NC=CC2=C(C=CC=C12)C=1C=C2C(CC3(CCN(CC3)C(=O)OC(C)C)C2=CC1)OC1=C(C=CC=C1)CC(=O)O 2-(2-((5-(1-aminoisoquinolin-5-yl)-1'-(isopropoxycarbonyl)-2,3-dihydrospiro[inden-1,4'-piperidin]-3-yl)oxy)phenyl)acetic acid